C(C1=CC=CC=C1)OCC(C(C(=O)OC(C)(C)C)(C)C)O tert-butyl 4-(benzyloxy)-3-hydroxy-2,2-dimethylbutanoate